C(C)C(C(=O)[O-])(O)CC(=O)[O-].C(C)C(C(=O)[O-])(O)CC(=O)[O-].C(CCCCCCC)[Sn+4]CCCCCCCC dioctyl-tin bis(ethylmalate)